CC(C)(OC(NCCOCCOCCC(=O)NC1=C(C=C2CCCN(C2=C1)C(=O)OC(C)(C)C)C(NC1=NC=C(C=C1)C)=O)=O)C tert-butyl 7-(2,2-dimethyl-4-oxo-3,8,11-trioxa-5-azatetradecan-14-amido)-6-((5-methylpyridin-2-yl)carbamoyl)-3,4-dihydroquinoline-1(2H)-carboxylate